ClC=1C=C2C(OCC=3N=C(C=CC3C3=C(C=C(C(NS(C(C1OC)=C2)(=O)=O)=C3)F)F)F)=O 13-chloro-5,19,21-trifluoro-14-methoxy-16,16-dioxo-9-oxa-16λ6-thia-6,17-diazatetracyclo[16.3.1.111,15.02,7]tricosa-1(21),2(7),3,5,11,13,15(23),18(22),19-nonaen-10-one